BrC=1C=C2C(=C(COC2=CC1)C(C(F)(F)F)=O)O 6-bromo-4-hydroxy-3-(2,2,2-trifluoroethan-1-on-1-yl)-2H-chromen